[Na].O1N=NC(=C1)C1=NNC2=CC=CC=C12 Oxadiazolylindazole sodium